3-chloro-5-{2-[2-(6-methylquinoline-8-sulfonamido)phenyl]ethynyl}pyridine-2-carboxylic acid ClC=1C(=NC=C(C1)C#CC1=C(C=CC=C1)NS(=O)(=O)C=1C=C(C=C2C=CC=NC12)C)C(=O)O